Ethyl (S)-3-amino-3-(5-bromo-3-methyl-2-fluorophenyl)propanoate hydrochloride Cl.N[C@@H](CC(=O)OCC)C1=C(C(=CC(=C1)Br)C)F